FC(C(=O)[O-])(F)F.C(CCCCCCCCC)OC(=O)OCOC(C(=O)OC1CC2CCC(C1)[N+]21CCCC1)(C1=CC=CC=C1)C1=CC=CC=C1 3-(2-((((Decyloxy)carbonyl)oxy)methoxy)-2,2-diphenylacetoxy)spiro[bicyclo[3.2.1]octane-8,1'-pyrrolidin]-8-ium trifluoroacetate